NC=1C=C(C=C(C1)C(F)(F)F)[C@@H](C)NC1=NN(C(C2=CC(=C(C=C12)O[C@@H]1COCC1)OC)=O)C 4-(((R)-1-(3-Amino-5-(trifluoromethyl)phenyl)ethyl)amino)-7-methoxy-2-methyl-6-(((S)-Tetrahydrofuran-3-yl)oxy)phthalazin-1(2H)-one